C(C)(C)(CC)C1=CC=2C(C3=CC=C(C=C3C(C2C=C1)=O)C(C)(C)CC)=O 2,6-di-t-amylanthraquinone